5-(1-(cyclobutylamino)ethyl)-1-(1H-pyrazol-4-yl)-4,6,7,8-tetrahydro-3H-9-oxa-2-thia-4-azabenzo[cd]azulen-3-one C1(CCC1)NC(C)C=1NC(C=2SC(=C3OCCCC1C23)C=2C=NNC2)=O